1,19-diaminononadecane NCCCCCCCCCCCCCCCCCCCN